O=C1N(C(CC1)=O)C=1C(=C(C(=CC1)C1=CC=CC=C1)C(=O)O)N(CCCC)C(=O)OC(C)(C)C 2,5-Dioxopyrrolidin-1-yl-((tert-butoxycarbonyl)(butyl)amino)-[1,1'-biphenyl]-2-carboxylic acid